3-(2-(4-ethylphenyl)-1H-indol-1-yl)isobenzofuran-1(3H)-one C(C)C1=CC=C(C=C1)C=1N(C2=CC=CC=C2C1)C1OC(C2=CC=CC=C12)=O